C1(CC1)C1=NC=NC(=C1C1=NN2C(N(C(C=C2)=O)CC2=C(C(=C(C=C2)C=2N(C=C(N2)C(F)(F)F)C(C)C)F)OC)=N1)OC 2-(4-cyclopropyl-6-methoxypyrimidin-5-yl)-4-(3-fluoro-4-(1-isopropyl-4-(trifluoromethyl)-1H-imidazol-2-yl)-2-methoxybenzyl)-[1,2,4]triazolo[1,5-a]pyrimidin-5(4H)-one